4-(3-chloro-benzoylsulfamoyl)-benzamide ClC=1C=C(C(=O)NS(=O)(=O)C2=CC=C(C(=O)N)C=C2)C=CC1